(3R)-3-carbamoyl-3-methyl-pyrrolidine-1-carboxylic acid benzyl ester C(C1=CC=CC=C1)OC(=O)N1C[C@](CC1)(C)C(N)=O